FC1=C(OC2=C(C(=C(C=C2)NC(=O)C=2SC=C(N2)C2=CN=NC=C2)N(CC2CNCCO2)C)C(F)(F)F)C=CC=C1 N-(4-(2-fluorophenoxy)-2-(methyl(morpholin-2-ylmethyl)amino)-3-(trifluoromethyl)phenyl)-4-(pyridazin-4-yl)thiazole-2-carboxamide